2-[3-(3,5-dichlorophenyl)ureido]-4-trifluoromethoxy-N-(2-hydroxy-ethyl)benzamide ClC=1C=C(C=C(C1)Cl)NC(NC1=C(C(=O)NCCO)C=CC(=C1)OC(F)(F)F)=O